(3-(((4-((5-(1,6-dimethyl-1H-pyrazolo[3,4-b]pyridin-4-yl)-3-methyl-4,5,6,7-tetrahydro-1H-pyrazolo[4,3-c]pyridin-1-yl)methyl)bicyclo[2.2.2]octan-1-yl)amino)methyl)oxetan-3-yl)methanol CN1N=CC=2C1=NC(=CC2N2CC1=C(CC2)N(N=C1C)CC12CCC(CC1)(CC2)NCC2(COC2)CO)C